C1(CCCCC1)CN1CCN(CCC1)CC1=CC=2N(C=C1)N=CC2N2C(NC(CC2)=O)=O 1-(5-((4-(cyclohexylmethyl)-1,4-diazepan-1-yl)methyl)pyrazolo[1,5-a]pyridin-3-yl)dihydropyrimidine-2,4(1H,3H)-dione